CCC(=O)O.C(CC)(=O)C1=CC=CC=C1 propiophenone (methyl acetate)